C(C)(C)(C)OC(=O)N1CCC(CC1)(F)CNC1=NN2C=C(N=C2C=2OC(CC12)C)C 4-[(2,7-Dimethyl-6,7-dihydro-8-oxa-1,3a,4-triaza-as-indacen-5-ylamino)-methyl]-4-fluoro-piperidine-1-carboxylic acid tert-butyl ester